6'-(diethylamino)-1',3'-dimethylfluoran CCN(CC)C1=CC2=C(C=C1)C3(C4=CC=CC=C4C(=O)O3)C5=C(C=C(C=C5O2)C)C